1-cyclohexylmethyl-3-methylcyclohexane C1(CCCCC1)CC1CC(CCC1)C